C(C1=CC=CC=C1)N1CCN(CCNCCNCC1)CC1=CC=CC=C1 1,4-dibenzyl-1,4,7,10-tetraazacyclododecane